2-cyclohexyl-N'-hydroxyacetamidine C1(CCCCC1)CC(=NO)N